4-(benzo[b]naphtho[1,2-d]thiophen-9-yl)-2-phenyl-6-(4-(4,4,5,5-tetramethyl-1,3,2-dioxaborolan-2-yl)-[1,1'-biphenyl]-2-yl)pyrimidine C1=CC=CC=2C=CC3=C(C4=C(S3)C=C(C=C4)C4=NC(=NC(=C4)C4=C(C=CC(=C4)B4OC(C(O4)(C)C)(C)C)C4=CC=CC=C4)C4=CC=CC=C4)C12